2-(((3-(azetidin-1-yl)propyl)carbamothioyl)oxy)malonate N1(CCC1)CCCNC(=S)OC(C(=O)[O-])C(=O)[O-]